N-[2-fluoro-3-[[7-[(3-fluoro-2-pyridyl)oxy]-4-methyl-2-oxo-chromen-3-yl]methyl]phenyl]-1-methyl-cyclopropanesulfonamide FC1=C(C=CC=C1CC=1C(OC2=CC(=CC=C2C1C)OC1=NC=CC=C1F)=O)NS(=O)(=O)C1(CC1)C